FC1(C(C1)C=1C=NN2C1N=C(N=C2NCC2=NN=C(N2)C2=C(C=CC=C2)OC)N2CCN(CC2)C)F 8-(2,2-difluorocyclopropyl)-N-{[5-(2-methoxyphenyl)-4H-1,2,4-triazol-3-yl]methyl}-2-(4-methylpiperazin-1-yl)pyrazolo[1,5-a][1,3,5]triazin-4-amine